bis{(biphenyl-4-yl)-phenylamino}-1,1':3',1''-terphenyl C1(=CC=C(C=C1)N(C1=CC=CC=C1)C=1C(=C(C=CC1)C1=CC(=CC=C1)C1=CC=CC=C1)N(C1=CC=C(C=C1)C1=CC=CC=C1)C1=CC=CC=C1)C1=CC=CC=C1